Ethyl-((6-(2-((tetrahydro-2H-pyran-4-yl) ethynyl) thiazol-5-yl) isoquinolin-4-yl) oxy) cyclohexane-1-carboxylate C1(CCCCC1)C(=O)OOC1=CN=C(C2=CC=C(C=C12)C1=CN=C(S1)C#CC1CCOCC1)CC